5-(3-(2'-fluoro-[1,1'-biphenyl]-4-yl)propyl)-3-(tetrahydro-2H-pyran-4-yl)-1,2,4-oxadiazole FC1=C(C=CC=C1)C1=CC=C(C=C1)CCCC1=NC(=NO1)C1CCOCC1